FC([Si](OC(C(F)(F)F)(F)F)(OC(C(F)(F)F)(F)F)C(C(C(C(C(C(C(C(F)(F)F)(F)F)(F)F)(F)F)(F)F)(F)F)(F)F)(F)F)(F)F perfluorooctyl-diethoxyl-methylsilane